N-(benzenesulfonyl)-2-chloro-6-[3-(spiro[2.2]pent-2-ylmethoxy)pyrazol-1-yl]pyridine-3-carboxamide C1(=CC=CC=C1)S(=O)(=O)NC(=O)C=1C(=NC(=CC1)N1N=C(C=C1)OCC1CC12CC2)Cl